C1(CCC1)N1CCC(CC1)(C(=O)N(C1=CC(=CC=C1)F)CC1=NC=C(C=C1)C=1OC(=NN1)C(F)F)F 1-cyclobutyl-N-((5-(5-(difluoromethyl)-1,3,4-oxadiazol-2-yl)pyridin-2-yl)methyl)-4-fluoro-N-(3-fluorophenyl)piperidine-4-carboxamide